8-(1-methylpiperidin-4-yl)-2-(trifluoromethyl)chromeno[7,8-d]imidazol-6(3H)-one CN1CCC(CC1)C=1OC2=C(C(C1)=O)C=CC=1NC(=NC12)C(F)(F)F